CN1C=C(C=2C1=NC=C(C2)NC(C=C)=O)C#CC2=NC=CC=C2 N-(1-Methyl-3-(pyridin-2-ylethynyl)-1H-pyrrolo[2,3-b]pyridin-5-yl)acrylamide